5-tert-butyl-1,3-benzoxazole C(C)(C)(C)C=1C=CC2=C(N=CO2)C1